FC=1C=CC(=C(C1)C1=NN2C(=NC=3C=CC=CC3C2=N1)NC=1C(N=CC=CC1)=O)OC(F)(F)F (3R)-3-({2-[5-fluoro-2-(trifluoromethoxy)phenyl][1,2,4]triazolo[1,5-c]quinazolin-5-yl}amino)azepin-2-one